FC1=C(C=C2C=CN(C(C2=C1)=O)C[C@@H](C[C@H](C)NC=1C=NNC(C1C(F)(F)F)=O)F)C1=NC=C(C=N1)OC 7-fluoro-2-((2R,4S)-2-fluoro-4-((6-oxo-5-(trifluoromethyl)-1,6-dihydropyridazin-4-yl)amino)pentyl)-6-(5-methoxypyrimidin-2-yl)isoquinolin-1(2H)-one